1-METHYLINDOLE-3-CARBOXYLIC ACID CN1C=C(C2=CC=CC=C12)C(=O)O